1-methyl-4-((5-(4,4,5,5-tetramethyl-1,3,2-dioxaborolan-2-yl)pyridin-2-yl)methyl)piperazine CN1CCN(CC1)CC1=NC=C(C=C1)B1OC(C(O1)(C)C)(C)C